(1S,3S,5R)-5-((3-aminopropoxy)methyl)-N-((R)-1-(4-carbamimidoylthiophen-2-yl)ethyl)-2-((9,9-difluoro-9H-fluorene-3-carbonyl)glycyl)-2-azabicyclo[3.1.0]hexane-3-carboxamide NCCCOC[C@@]12C[C@H](N([C@H]2C1)C(CNC(=O)C=1C=CC=2C(C3=CC=CC=C3C2C1)(F)F)=O)C(=O)N[C@H](C)C=1SC=C(C1)C(N)=N